C(CC)[Sn](CCC)(CCC)CCC tetrapropyl-tin